1-(4-bromo-3,5-dimethylphenyl)ethan-1-ol BrC1=C(C=C(C=C1C)C(C)O)C